O=C1N(CC2=CC=CC=C12)C1=NC(=C2N=CNC2=N1)N1C(C2=CC=CC=C2C1)=O 2,6-bis(1-oxoisoindolin-2-yl)-9H-purin